methyl 2-(((1S,6r)-6-(6-((4-chloro-2-fluorobenzyl) oxy) pyridin-2-yl)-3-azabicyclo[4.1.0]hept-3-yl) methyl)-1-((S)-oxetan-2-ylmethyl)-1H-benzo[d]imidazole-6-carboxylate ClC1=CC(=C(COC2=CC=CC(=N2)[C@@]23CCN(C[C@H]3C2)CC2=NC3=C(N2C[C@H]2OCC2)C=C(C=C3)C(=O)OC)C=C1)F